N-(5-((3-methyl-[1,2,4]triazolo[4,3-a]pyridin-7-yl)ethynyl)-8-(methylamino)-2,7-naphthyridin-3-yl)cyclopropanecarboxamide CC1=NN=C2N1C=CC(=C2)C#CC2=C1C=C(N=CC1=C(N=C2)NC)NC(=O)C2CC2